C12CN(CC2C1)C1=NC2=C(C=C(C=C2C(N1C(F)F)=O)C)C(C)NC1=C(C(=O)O)C=CC=C1 2-((1-(2-(3-Azabicyclo[3.1.0]hexan-3-yl)-3-(difluoromethyl)-6-methyl-4-oxo-3,4-dihydroquinazolin-8-yl)ethyl)amino)benzoic acid